N-(5-(1-methylcyclopropyl)-1H-pyrazol-3-yl)-1H-indole-1-carboxamide CC1(CC1)C1=CC(=NN1)NC(=O)N1C=CC2=CC=CC=C12